FC1=C2N=C(C(NC2=C(C(=C1)CO)F)=O)C 5,8-difluoro-7-(hydroxymethyl)-3-methyl-1H-quinoxalin-2-one